rac-anti-dimethylsilanediyl-(2-methyl-4-(p-tert-butylphenyl)indan-1-yl)(2-methyl-4-phenyl-5-methoxy-6-tert-butylindan-1-yl)zirconium dichloride [Cl-].[Cl-].C[Si](=[Zr+2](C1C(CC2=C(C(=C(C=C12)C(C)(C)C)OC)C1=CC=CC=C1)C)C1C(CC2=C(C=CC=C12)C1=CC=C(C=C1)C(C)(C)C)C)C